COCCCN1C(=O)N(C=2N=C(NC2C1=O)C=1C=NC(=CC1)NCCCN1C(CCC1)=O)CCC 1-(3-methoxypropyl)-8-(6-((3-(2-oxo-1-pyrrolidinyl)propyl)amino)-3-pyridyl)-3-propylxanthine